NC1=NC(=C2C(=N1)N(N=C2)CC2=CC=C(C=C2)N)C2=NC=CC(=C2)C#N 2-[6-amino-1-[(4-aminophenyl)methyl]pyrazolo[3,4-d]pyrimidine-4-yl]pyridine-4-carbonitrile